5-(2-acetyl-5-chlorophenyl)-6-methoxypyridazin-3(2H)-one C(C)(=O)C1=C(C=C(C=C1)Cl)C1=CC(NN=C1OC)=O